5-(methylamino)-N-(4-((3-oxomorpholino)methyl)phenyl)-naphthalene-1-sulfonamide CNC1=C2C=CC=C(C2=CC=C1)S(=O)(=O)NC1=CC=C(C=C1)CN1C(COCC1)=O